(5-chloro-7-(1H-tetrazol-5-yl)benzofuran-2-yl)methanamine TFA salt OC(=O)C(F)(F)F.ClC=1C=C(C2=C(C=C(O2)CN)C1)C1=NN=NN1